CN(C(=O)N)N=O Methyl-Nitrosourea